N1(N=CC=C1)C=1C=NC=CC1CNC1=C2N=CN(C2=NC(=N1)Cl)C(C)C N-((3-(1H-pyrazol-1-yl)pyridin-4-yl)methyl)-2-chloro-9-isopropyl-9H-purin-6-amine